tert-butyl-((2-(2,6-dioxopiperidin-3-yl)-1-oxoisoindolin-4-yl) amino) butyrate C(CCC)(=O)ON(C1=C2CN(C(C2=CC=C1)=O)C1C(NC(CC1)=O)=O)C(C)(C)C